ClC=1C(=NC=CC1C1=C(C(=NC=C1)C1=CC(=C(C=C1)C=O)OC)Cl)C1=CC=C2C(=CN(C2=C1)C)C=O 6-[3-Chloro-4-[3-chloro-2-(4-formyl-3-methoxy-phenyl)-4-pyridyl]-2-pyridyl]-1-methyl-indole-3-carbaldehyde